Butan-1,4-diamin C(CCCN)N